CS(=O)(=O)C1=C(C(=O)NN)C=CC=C1 2-(methanesulfonyl)benzohydrazide